CC1OC(CN(C1)C=1C=CC(=NC1)C=1C=NC(=CC1NC1=NC(=CC(=C1)OCC1COCC1)S(=O)(=O)C)NC(C)=O)C N-(5-(2,6-dimethylmorpholino)-4'-((6-(methylsulfonyl)-4-((tetrahydrofuran-3-yl)methoxy)pyridin-2-yl)amino)-[2,3'-bipyridin]-6'-yl)acetamide